N-(6-chloro-7-cyano-1-cyclobutyl-1H-benzo[d]imidazol-2-yl)-3,3-dimethylbutanamide ClC=1C=CC2=C(N(C(=N2)NC(CC(C)(C)C)=O)C2CCC2)C1C#N